FC(C=1C=C(C=C(C1)C(F)(F)F)C1CCN(CC1)C(=O)C1=NNC=2CN(CCC21)C(C)=O)(F)F 1-(3-(4-(3,5-bis(tri-fluoromethyl)phenyl)piperidine-1-carbonyl)-1,4,5,7-tetrahydro-6H-pyrazolo[3,4-c]pyridin-6-yl)ethan-1-one